3-methyl-1-(2-methylallyl)-2-phenyl-5-(trifluoromethoxy)-1H-indole CC1=C(N(C2=CC=C(C=C12)OC(F)(F)F)CC(=C)C)C1=CC=CC=C1